CC1=NC(=CC(=C1)C=1C=C(C(=C(C1)C1=CC=CC=C1)C1=CC=CC=C1)C#N)C 5'-(2,6-dimethylpyridin-4-yl)-[1,1':2',1''-terphenyl]-3'-carbonitrile